ClC1=CC=C(C=C1)NC1=CC(=NC(=N1)N1CCOCC1)C1(COC1)NC(=O)C1=NOC(=C1)C N-(3-(6-((4-chlorophenyl)amino)-2-morpholinopyrimidin-4-yl)oxetan-3-yl)-5-methylisoxazole-3-carboxamide